2-(7-((1S,2S,5R)-8-ethyl-8-aza-bicyclo[3.2.1]octan-2-yl)-4-methyl-7H-imidazo[4,5-c]pyridazin-3-yl)-5-(trifluoro-methyl)phenol C(C)N1[C@@H]2[C@H](CC[C@H]1CC2)N2C=NC1=C2N=NC(=C1C)C1=C(C=C(C=C1)C(F)(F)F)O